N-(5-hydroxypentyl)-4-({4-[({2-[methyl(methylsulfonyl)amino]pyridin-3-yl}methyl)amino]-5-(trifluoromethyl)pyrimidin-2-yl}amino)benzamide OCCCCCNC(C1=CC=C(C=C1)NC1=NC=C(C(=N1)NCC=1C(=NC=CC1)N(S(=O)(=O)C)C)C(F)(F)F)=O